N-methyl-6-phenoxy-1-naphthacenecarboxamide CNC(=O)C1=CC=CC2=CC3=C(C4=CC=CC=C4C=C3C=C12)OC1=CC=CC=C1